ClC=1C=C(C=CC1)C(C(OC(=O)N[C@@H](CC(C)C)C(=O)OC)C1=CC=C(C=C1)Cl)(C)C Methyl ((2-(3-chlorophenyl)-1-(4-chlorophenyl)-2-methylpropoxy)carbonyl)-L-leucinate